The molecule is a D-galactosyl-N-acylsphingosine having a sulfo group at the 3-position on the galactose ring and palmitoyl as the N-acyl group. It is a N-acyl-beta-D-galactosylsphingosine and a galactosylceramide sulfate. CCCCCCCCCCCCCCCC(=O)N[C@@H](CO[C@H]1[C@@H]([C@H]([C@H]([C@H](O1)CO)O)OS(=O)(=O)O)O)[C@@H](/C=C/CCCCCCCCCCCCC)O